COC=1C=C2CCN(CC2=CC1NC1=NC=C2C(=N1)N(N=C2C)[C@H]2C[C@@H](CCC2)C(=O)OC)C methyl (1R,3R)-3-(6-((6-methoxy-2-methyl-1,2,3,4-tetrahydroisoquinolin-7-yl)amino)-3-methyl-1H-pyrazolo[3,4-d]pyrimidin-1-yl)cyclohexane-1-carboxylate